4-(4-chloro-2-fluorophenyl)-1-(2-(p-tolylsulfinyl)phenyl)piperidine ClC1=CC(=C(C=C1)C1CCN(CC1)C1=C(C=CC=C1)S(=O)C1=CC=C(C=C1)C)F